CN(C=C[N+](=O)[O-])C 1-(Dimethylamino)-2-nitroethylene